2,6-Dichloro-3-{[(2,2-dimethylpropanoyl)amino]methyl}-N-[1-(propan-2-yl)-1H-indazol-4-yl]benzamide ClC1=C(C(=O)NC2=C3C=NN(C3=CC=C2)C(C)C)C(=CC=C1CNC(C(C)(C)C)=O)Cl